3-methoxy-N-methyl-4-{[3-(4-{[(1S,4S)-4-{6-oxa-2-azaspiro[3.5]nonan-2-yl}cyclohexyl]amino}-1-(2,2,2-trifluoroethyl)-1H-indol-2-yl)prop-2-yn-1-yl]amino}benzamide COC=1C=C(C(=O)NC)C=CC1NCC#CC=1N(C2=CC=CC(=C2C1)NC1CCC(CC1)N1CC2(C1)COCCC2)CC(F)(F)F